1-(4-methoxycyclohexanecarbonyl)-3-[3-methyl-4-(pyridazin-3-yloxy)phenyl]urea COC1CCC(CC1)C(=O)NC(=O)NC1=CC(=C(C=C1)OC=1N=NC=CC1)C